C(=O)O[C@@H]1[C@H](O[C@H]([C@@H]1O[Si](C)(C)C(C)(C)C)N1C2=NC=NC(=C2N=C1)NC(C1=CC=CC=C1)=O)CO[Si](C)(C)C(C)(C)C (2R,3R,4R,5R)-5-(6-benzamido-9H-purin-9-yl)-4-((tert-butyldimethylsilyl)oxy)-2-(((tert-butyldimethylsilyl)oxy)methyl)tetrahydrofuran-3-yl formate